C1(CC1)COC1=C(C=C(C=C1)[C@@H](C)NC(C1=C(C=CC(=C1)N1[C@H]2CN([C@@H](C1)C2)C)C)=O)OC N-[(1R)-1-[4-(Cyclopropylmethoxy)-3-methoxy-phenyl]ethyl]-2-methyl-5-[(1R,4R)-5-methyl-2,5-diazabicyclo[2.2.1]heptan-2-yl]benzamide